FC1CC(C1)C(=O)NC1=CC(=C(N=N1)C(=O)NC([2H])([2H])[2H])NC1=NC=CC=2C=3C([C@@H](N(C12)C)C)=NN(N3)C |o1:29| rel-6-((1s,3R)-3-fluorocyclobutane-1-carboxamido)-N-(methyl-d3)-4-(((S)-2,4,5-trimethyl-4,5-dihydro-2H-[1,2,3]triazolo[4,5-c][1,7]naphthyridin-6-yl)amino)pyridazine-3-carboxamide